C(#N)C1=C(C=C(C=C1)C1=CC(=NN1C1=CC=C(C=C1)N1CCC(CC1)OCCCO)C(=O)N1C[C@@H](CCC1)NC(OC(C)(C)C)=O)F tert-butyl (R)-(1-(5-(4-cyano-3-fluorophenyl)-1-(4-(4-(3-hydroxypropoxy)piperidin-1-yl)phenyl)-1H-pyrazole-3-carbonyl)piperidin-3-yl)carbamate